4-(8-(2-Cyclopropyl-4-((3-(4-cyclopropyl-1,2,3,4-tetrahydroquinoxaline-1-carbonyl)pyridin-4-yl)oxy)-5-methoxybenzyl)-2-oxo-1-oxo-3,8-diazaspiro[4.5]dec-3-yl)benzoic acid C1(CC1)C1=C(CN2CCC3(CN(C(C3=O)=O)C3=CC=C(C(=O)O)C=C3)CC2)C=C(C(=C1)OC1=C(C=NC=C1)C(=O)N1CCN(C2=CC=CC=C12)C1CC1)OC